methyl (1S,3S)-3-((2-(5-chloro-3-((((4-nitrophenoxy)carbonyl)oxy)methyl)thiophen-2-yl)-4-methylpyrimidin-5-yl)oxy)cyclohexane-1-carboxylate ClC1=CC(=C(S1)C1=NC=C(C(=N1)C)O[C@@H]1C[C@H](CCC1)C(=O)OC)COC(=O)OC1=CC=C(C=C1)[N+](=O)[O-]